ClC=1C=C(C=CC1F)NC(=O)C1=C2CCC(C2=C(C=C1)F)NC(C1=CC=NC=C1)=O N-(4-((3-chloro-4-fluorophenyl)carbamoyl)-7-fluoro-2,3-dihydro-1H-inden-1-yl)isonicotinamide